2-chloro-2'-cyclopropyl-6'-(1-methyltriazol-4-yl)spiro[4,5-dihydrothieno[2,3-c]pyran-7,4'-piperidine] ClC1=CC2=C(S1)C1(CC(NC(C1)C=1N=NN(C1)C)C1CC1)OCC2